2-(4-methylphenyl)benzofuran CC1=CC=C(C=C1)C=1OC2=C(C1)C=CC=C2